tert-Butyl 6-(6-bromo-3-ethylsulfonyl-5-fluoro-7,9-dihydrofuro[3,4-f]quinazolin-1-yl)-3,6-diazabicyclo[3.1.1]heptane-3-carboxylate BrC=1C2=C(C=3C(=NC(=NC3C1F)S(=O)(=O)CC)N1C3CN(CC1C3)C(=O)OC(C)(C)C)COC2